[(4S,5R)-2-(4-tert-butyl-2-ethoxyphenyl)-4,5-bis(4-chlorophenyl)-4,5-dimethylimidazol-1-yl]-[4-(3-methylsulfonylpropyl)piperazin-1-yl]methanone C(C)(C)(C)C1=CC(=C(C=C1)C=1N([C@]([C@](N1)(C)C1=CC=C(C=C1)Cl)(C)C1=CC=C(C=C1)Cl)C(=O)N1CCN(CC1)CCCS(=O)(=O)C)OCC